[Si](C)(C)(C(C)(C)C)O[C@@H](CN1C(N(CC1)CC1=CC=C(C=N1)C1CCN(CC1)C(=O)OC(C)(C)C)=O)CN1CC2=CC=CC=C2CC1 tert-butyl (R)-4-(6-((3-(2-((tert-butyldimethylsilyl)oxy)-3-(3,4-dihydroisoquinolin-2(1H)-yl)propyl)-2-oxoimidazolidin-1-yl)methyl)pyridin-3-yl)piperidine-1-carboxylate